C(C=C)(=O)ONCCSSCCNOC(C=C)=O N,N'-bis(acryloyloxy)cystamine